ClC1=CC(=C(C(=C1)C)C=1C(N(C2(C1OC([O-])=O)CCN(CC2)OC)C)=O)C 3-(4-chloro-2,6-dimethylphenyl)-8-methoxy-1-methyl-2-oxo-1,8-diazaspiro[4.5]dec-3-en-4-yl-carbonate